benzyl N-(2-aminoethyl)-N2-[(benzyloxy)carbonyl]-L-glutaminate NCCN([C@@H](CCC(N)=O)C(=O)OCC1=CC=CC=C1)C(=O)OCC1=CC=CC=C1